Cl.Cl.C[C@@H]1C[C@@H](CN1)NC(C)C1=CC=CC2=CC=CC=C12 (3S,5R)-5-methyl-N-(1-(naphthalen-1-yl)ethyl)pyrrolidin-3-amine dihydrochloride